C(OC(CS(=O)(=O)C1=CC=C(C=C1)F)CCCCCN=[N+]=[N-])(ON1C(CCC1=O)=O)=O 7-Azido-1-((4-fluorophenyl)sulfonyl)heptan-2-yl (2,5-dioxopyrrolidin-1-yl) carbonate